2,4-dioxo-1,3-dihydroquinazoline-6-sulfonyl chloride O=C1NC2=CC=C(C=C2C(N1)=O)S(=O)(=O)Cl